COC1CC(C1)C(=O)NC=1SC(=CN1)OC=1C=NC(=NC1)N1CCOCC1 3-methoxy-N-(5-((2-morpholinopyrimidin-5-yl)oxy)thiazol-2-yl)cyclobutane-1-carboxamide